P(=O)([O-])(F)F.[K+].S(SN=C=O)N=C=O dithio isocyanate potassium difluorophosphate